FC(C(=O)OCC(COC(C(F)(F)F)=O)N1CC2(C1)CC(C2)N[C@H]2[C@@H](C2)/C(=C/C2=CC=CC=C2)/CC)(F)F 2-(6-(((1R,2S)-2-((E)-1-phenylbut-1-en-2-yl)cyclopropyl)amino)-2-azaspiro[3.3]heptan-2-yl)propane-1,3-diol bis(2,2,2-trifluoroacetate)